FC1=C(C(=CC=C1)OC)C1=C(C=NC(=C1)C)C(=O)NC=1SC(=NN1)OCC1=NC(=CC=C1)OC 4-(2-fluoro-6-methoxyphenyl)-N-(5-((6-methoxypyridin-2-yl)methoxy)-1,3,4-thiadiazol-2-yl)-6-methylpyridine-3-carboxamide